IC1=NN(C(=C1C(C)C)C)C1=CC=2C(N=C1CO)=NN(C2)C {5-[3-iodo-5-methyl-4-(propan-2-yl)-1H-pyrazol-1-yl]-2-methyl-2H-pyrazolo[3,4-b]pyridin-6-yl}methanol